CN(CC(=O)O)C1=NC2=CC=C(C=C2C(=C1)C1=CC=CC=C1)CCC1=NC=CC=C1 2-[methyl({4-phenyl-6-[2-(pyridin-2-yl)ethyl]quinolin-2-yl})amino]acetic acid